3-(1,2,3,4-tetrahydronaphthalen-2-yl)guanidine tert-butyl-3-(6-{2,8-dimethylimidazo[1,2-b]pyridazin-6-yl}-1-oxophthalazin-2-yl)pyrrolidine-1-carboxylate C(C)(C)(C)C1N(CCC1N1C(C2=CC=C(C=C2C=N1)C=1C=C(C=2N(N1)C=C(N2)C)C)=O)C(=O)O.C2C(CCC1=CC=CC=C21)NC(N)=N